1,3,5-Tris(4-ethynylphenyl)benzene C(#C)C1=CC=C(C=C1)C1=CC(=CC(=C1)C1=CC=C(C=C1)C#C)C1=CC=C(C=C1)C#C